FC(C(=O)O)(F)F.FC1(C[C@@H](NC1)C(C)O)F 1-[(2R)-4,4-difluoropyrrolidin-2-yl]ethanol trifluoroacetate salt